tert-butyl 2-(5-(cyclopropyldifluoromethyl)-3-fluoro-2-methoxyphenyl)acetate C1(CC1)C(C=1C=C(C(=C(C1)CC(=O)OC(C)(C)C)OC)F)(F)F